CC=1C(=NON1)CN1N=C2N([C@H](CCC2)C(=O)O)C1=O |r| (5RS)-2-[(4-Methyl-1,2,5-oxadiazol-3-yl)methyl]-3-oxo-2,3,5,6,7,8-hexahydro[1,2,4]triazolo[4,3-a]pyridine-5-carboxylic acid